ethylcrotonic acid C(C)/C(/C(=O)O)=C\C